(4-fluorobenzyl)quinolin-8-amine FC1=CC=C(CC2=NC3=C(C=CC=C3C=C2)N)C=C1